FC1=C(C=CC=C1OC)N(C(=O)Cl)C1=CC=CC=C1 2-fluoro-3-methoxyphenyl-(phenyl)carbamoyl chloride